methyl 2-((2-(1-((tert-butoxycarbonyl)(2-(6-methoxy-3-nitropyridin-2-yl)ethyl)amino)ethyl)-4-fluorophenyl)amino)-4-chloro-5-fluorobenzoate C(C)(C)(C)OC(=O)N(C(C)C1=C(C=CC(=C1)F)NC1=C(C(=O)OC)C=C(C(=C1)Cl)F)CCC1=NC(=CC=C1[N+](=O)[O-])OC